N1=CC=C(C=C1)C1=CC=C2C(=NC=NC2=C1)NC=1C=CC2=C(N=CS2)C1 N-(7-(pyridin-4-yl)quinazolin-4-yl)benzo[d]thiazol-5-amine